FC1C2(N(C3=CC=CC=C3C1=O)CCOC)CCNCC2 fluoro-1'-(2-methoxyethyl)-1'H-spiro[piperidine-4,2'-quinoline]-4'(3'H)-one